1-[4-(2,6-dioxopiperidin-3-yl)-2-fluorophenyl]piperidin-4-yl-acetaldehyde O=C1NC(CCC1C1=CC(=C(C=C1)N1CCC(CC1)CC=O)F)=O